(S)-3-fluoro-5-(isoxazolidin-3-yl)benzonitrile FC=1C=C(C#N)C=C(C1)[C@H]1NOCC1